4-((1R,3S)-3-(1-isopropyl-3-(5-(trifluoromethyl)pyridin-3-yl)-1H-1,2,4-triazol-5-yl)cyclopentyl)morpholine C(C)(C)N1N=C(N=C1[C@@H]1C[C@@H](CC1)N1CCOCC1)C=1C=NC=C(C1)C(F)(F)F